ClC=1C(=NC(=NC1)NC1CCOCC1)C1=CC=C2CN(C(C2=C1)=O)CC(=O)NC1CC(OCC1)C 2-(6-{5-chloro-2-[(oxan-4-yl)amino]pyrimidin-4-yl}-1-oxo-2,3-dihydro-1H-isoindol-2-yl)-N-(2-methyloxan-4-yl)acetamide